C(C)OC(=O)C=1CN(CCC1C=1C=NN(C1)C)C(=O)OC(C)(C)C 4-(1-methyl-1H-pyrazol-4-yl)-5,6-dihydropyridine-1,3(2H)-dicarboxylic acid 1-(tert-butyl) ester 3-ethyl ester